Tert-Butyl (S)-3-(hydroxymethyl)pyrrolidine-1-carboxylate OC[C@@H]1CN(CC1)C(=O)OC(C)(C)C